BrC1=CC=2N(C3=CC=CC=C3C2C=C1)C1=NC=CC(=C1)C(C)(C)C 2-bromo-9-(4-tert-butylpyridin-2-yl)-9H-carbazole